magnesium-silicon-boron-calcium [Ca].[B].[Si].[Mg]